(Z)-3-benzylidene-5-chloro-2-(methyl-[2-pyridyl]amino)isoindolin-1-one C(/C1=CC=CC=C1)=C\1/N(C(C2=CC=C(C=C12)Cl)=O)N(C1=NC=CC=C1)C